3,6,12-trioxa-9-thiatetradeca-1,13-diene C=COCCOCCSCCOC=C